4-bromo-5-fluoro-7-(methylthio)-[1,3]dioxolo[4,5-f]quinazolin-9(8H)-one BrC1=C2C(=C3C(NC(=NC3=C1F)SC)=O)OCO2